2-amino-7-azaspiro[3.5]nonane-7-carboxylic acid tert-butyl ester C(C)(C)(C)OC(=O)N1CCC2(CC(C2)N)CC1